ClC1=C(C=C(C=2C([C@@]3([C@@H](CC(C=C3OC)=O)C)OC21)=O)OC)C(=O)NNC([C@H](C)OC2OCCCC2)=O (2S,5'R)-7-chloro-1',4-dimethoxy-5'-methyl-3,3'-dioxo-N'-[(2S)-2-tetrahydropyran-2-yloxypropanoyl]spiro[benzofuran-2,6'-cyclohexene]-6-carbohydrazide